C(C)(C)(C)OC(=O)N(CC#CC1=C(C=CC(=C1)F)NC1=C(C(=O)O)C=C(C=C1)C(F)(F)F)C1=NC(=CC=C1[N+](=O)[O-])OC 2-((2-(3-((tert-butoxycarbonyl)(6-methoxy-3-nitropyridin-2-yl)amino)prop-1-yn-1-yl)-4-fluorophenyl)amino)-5-(trifluoromethyl)benzoic acid